tert-butyl 3-(5-methyl-1H-pyrazol-3-yl)-3,8-diazabicyclo[3.2.1]octane-8-carboxylate CC1=CC(=NN1)N1CC2CCC(C1)N2C(=O)OC(C)(C)C